tert-butyl (4-(((1r,4r)-4-acetamidocyclohexyl)(2-(2,6-dioxopiperidin-3-yl)-1-oxoisoindolin-4-yl)amino)butyl)(tert-butoxycarbonyl)carbamate C(C)(=O)NC1CCC(CC1)N(CCCCN(C(OC(C)(C)C)=O)C(=O)OC(C)(C)C)C1=C2CN(C(C2=CC=C1)=O)C1C(NC(CC1)=O)=O